2-sulfanylidene-3,4-dihydro-1H-pyrimidine-5-carboxamide S=C1NC=C(CN1)C(=O)N